C([C@H](O)[C@@H](O)C(=O)SC#N)(=O)SC#N (+)-L-tartaric acid, thiocyanate